4-((3-methyl-2-oxoimidazolidin-1-yl)methyl)piperidine-1-carboxylic acid tert-butyl ester C(C)(C)(C)OC(=O)N1CCC(CC1)CN1C(N(CC1)C)=O